[phenyl(dimethylfluorenyl)triazineyl][(biphenylyl)dibenzoselenophenyl]biphenyl C1(=CC=CC=C1)C1=C(C(=NN=N1)C=1C(=C(C=CC1)C1=CC=CC=C1)C1=C(C=CC=2[Se]C3=C(C21)C=CC=C3)C3=C(C=CC=C3)C3=CC=CC=C3)C3=C(C(=CC=2C1=CC=CC=C1CC32)C)C